2-(2-[2-Dimethylaminothiazol-5-yl]ethenyl)-6-(2-[fluoro]ethoxy)benzoxazole CN(C=1SC(=CN1)C=CC=1OC2=C(N1)C=CC(=C2)OCCF)C